CS(=O)(=O)C=1C(=NC=CC1)C(=O)O.C1(CC1)C(=O)N (cyclopropanecarboxamide) 3-(methylsulfonyl)picolinate